2-oxo-6-(trifluoromethyl)-1,2-dihydropyridine O=C1NC(=CC=C1)C(F)(F)F